(5-chloro-3-isopropylpyrazolo[1,5-a]pyrimidin-7-yl)(3-(4-nitro-1H-pyrazol-1-yl)benzyl)carbamic acid tert-butyl ester C(C)(C)(C)OC(N(CC1=CC(=CC=C1)N1N=CC(=C1)[N+](=O)[O-])C1=CC(=NC=2N1N=CC2C(C)C)Cl)=O